C([C@@H]([C@H](CO)O)O)O The molecule is the L-enantiomer of threitol. It has a role as an algal metabolite. It is an enantiomer of a D-threitol.